di(2-pyridyl)thionocarbonate N1=C(C=CC=C1)OC(OC1=NC=CC=C1)=S